FC1=CC(=C(C=C1F)NC1=NC=NC=N1)C(C)(CC)O 4-(4,5-difluoro-2-(2-hydroxybutan-2-yl)phenylamino)-1,3,5-triazin